C1(=O)OC(=O)OC(=O)O1 tricarbonic anhydride